ClC1=NC=2CC(N(CC2C=C1)C(=O)OC(C)(C)C)C(C1=CC=CC=C1)O tert-butyl 2-chloro-7-(hydroxy(phenyl)methyl)-7,8-dihydro-1,6-naphthyridine-6(5H)-carboxylate